8-PHENYL-2-AMINOBENZAZEPINE C1(=CC=CC=C1)C1=CC2=C(C=CC=C(N2)N)C=C1